pentoxypropanol C(CCCC)OC(CC)O